N-((2-(2-(4-amino-3,3-difluoropiperidin-1-yl)pyrimidin-4-yl)-1,6-naphthyridin-7-yl)methyl)-3-((difluoromethyl)sulfonyl)benzamide NC1C(CN(CC1)C1=NC=CC(=N1)C1=NC2=CC(=NC=C2C=C1)CNC(C1=CC(=CC=C1)S(=O)(=O)C(F)F)=O)(F)F